OC(CN(C(CCC(=O)N)=O)CC(CCCCCCCC)O)CCCCCCCC N,N-bis(2-hydroxydecyl)butanediamide